FC1=C(C=CC(=C1O)F)C1=CN=C(S1)CN1C(N(C(C=C1)=O)C)=O 1-{[5-(2,4-Difluoro-3-hydroxyphenyl)-1,3-thiazol-2-yl]methyl}-3-methyl-1,2,3,4-tetrahydropyrimidine-2,4-dione